C(N)(=O)C=1C=CC2=C(N=C(C3=CC=NC=C23)N2C[C@H](CC2)OCCCNC(OC(C)(C)C)=O)C1 (S)-tert-butyl (3-((1-(8-carbamoylbenzo[c][2,6]naphthyridin-5-yl)pyrrolidin-3-yl)oxy)propyl)carbamate